COC1=C(C=CC=C1)C=1C=NC=CC1C(=O)N 3-(2-methoxyphenyl)pyridine-4-carboxamide